(S)-tert-butyl 4-((3-chloro-1H-pyrrolo[2,3-b]pyridin-6-yl)(methyl)carbamoyl)-3-(6-methyl-4-(trifluoromethyl)pyridin-2-yl)-2-oxoimidazolidine-1-carboxylate ClC1=CNC2=NC(=CC=C21)N(C(=O)[C@H]2N(C(N(C2)C(=O)OC(C)(C)C)=O)C2=NC(=CC(=C2)C(F)(F)F)C)C